FC(C(=O)O)C1=C(C=CC=C1)F α,2-difluoro-phenylacetic acid